1,4-pentadiene C=CCC=C